2-(4,4-difluoropiperidin-1-yl)-6-methylpyridin-4-yl-4-iodo-2-(6-azaspiro[2.5]oct-6-yl)benzamide FC1(CCN(CC1)C1=NC(=CC(=C1)C=1C(=C(C(=O)N)C=CC1I)N1CCC2(CC2)CC1)C)F